n-amyl acetate CCCCCOC(=O)C